ClC1=C(N=C2C=C(C(=NC2=C1N[C@@H](CC)C1=C(C(=CC=C1)F)F)C=1C=CC(=NC1)P(C)(C)=O)F)C (S)-(5-(7-chloro-8-((1-(2,3-difluorophenyl)propyl)amino)-3-fluoro-6-methyl-1,5-naphthyridin-2-yl)pyridin-2-yl)dimethylphosphine oxide